iron-cobalt-nickel hydroxide [Ni](O)O.[Co].[Fe]